C1C(CC12CCCCC2)C(=O)N spiro[3.5]nonane-2-carboxamide